3-(4-((6-bromohexyl)oxy)-3-methoxybenzylidene)-6-chlorobenzopyran-4-one BrCCCCCCOC1=C(C=C(C=C2COC3=C(C2=O)C=C(C=C3)Cl)C=C1)OC